C1(CCCC1)N1CC=2NC(=NC2C1)C1=NNC2=CC=CC=C12 3-(5-cyclopentyl-1,4,5,6-tetrahydropyrrolo[3,4-d]imidazol-2-yl)-1H-indazole